FC(OC1=CC=CC=2C(N([C@H]3C=4N([C@@H](C21)C3)C3=C(N4)C=CC(=C3)C#C[C@@H](C)O)C([2H])([2H])[2H])=O)F (7R,14R)-1-(difluoromethoxy)-11-((R)-3-hydroxybut-1-yn-1-yl)-6-(methyl-d3)-6,7-dihydro-7,14-methanobenzo[f]benzo[4,5]imidazo[1,2-a][1,4]diazocin-5(14H)-one